[At]C1=C(C(=O)[O-])C=CC=C1 astatobenzoate